NC1(CN(CC1)C1=CC=C(C=C1)N1C=NC(=C1)NC=1N=CC(=NC1)C#N)C 5-((1-(4-(3-Amino-3-methylpyrrolidin-1-yl)phenyl)-1H-imidazol-4-yl)amino)pyrazine-2-carbonitrile